C(CCC)C1=C(C(O)=CC=C1)O dl-m-butylcatechol